(4-(5-methoxy-3-(trifluoromethyl)-1H-pyrazol-1-yl)phenyl)methanol COC1=CC(=NN1C1=CC=C(C=C1)CO)C(F)(F)F